bromoiodolead Br[Pb]I